4,7-DIMETHYL-2-(4-FLUOROPHENYL)-1H-INDOLE-3-CARBOXALDEHYDE CC1=C2C(=C(NC2=C(C=C1)C)C1=CC=C(C=C1)F)C=O